(2R,3R,4R,5R)-4-[[3-(3-Methoxy-2-pyridyl)-4,5-dimethyl-5-(trifluoromethyl)tetrahydrofuran-2-carbonyl]amino]pyridin-2-carboxamid COC=1C(=NC=CC1)[C@@H]1[C@@H](O[C@]([C@@H]1C)(C(F)(F)F)C)C(=O)NC1=CC(=NC=C1)C(=O)N